6-Mercapto-1-hexanol SCCCCCCO